3,5-dinitrobenzene potassium [K].[N+](=O)([O-])C=1C=CC=C(C1)[N+](=O)[O-]